C(C)(C)(C)[C@]12[C@@H]([C@@H](C[C@@H](CC1)N2)N(C)C2=CN=C(N=N2)C2=C(C=C1C=CN=CC1=C2)OC)F tert-butyl-(1S,2R,3R,5R)-2-fluoro-3-((3-(6-methoxyisoquinolin-7-yl)-1,2,4-triazin-6-yl)(methyl)amino)-8-azabicyclo[3.2.1]octane